8-((6-chloropyridin-3-yl)methyl)pyrido[2,3-d]pyrimidine-2,4(3H,8H)-dione acetate C(C)(=O)O.ClC1=CC=C(C=N1)CN1C=CC=C2C1=NC(NC2=O)=O